11-(maleimido)undecanoic acid succinimidyl ester C1(CCC(N1OC(CCCCCCCCCCN1C(C=CC1=O)=O)=O)=O)=O